C(C1=CC=CC=C1)OC1=C(C=CC=2SC(=C3C2OCCO3)C=O)C=CC(=C1)N(CCCCO[Si](C1=CC=CC=C1)(C1=CC=CC=C1)C(C)(C)C)CCCCO[Si](C1=CC=CC=C1)(C1=CC=CC=C1)C(C)(C)C 7-[2-(Benzyloxy)-4-[bis[4-[(tert-butyldiphenylsilyl)oxy]butyl]amino]styryl]-2,3-dihydrothieno[3,4-b][1,4]dioxine-5-carbaldehyde